9-bromo-10-(1-naphthyl)anthracene-d15 BrC=1C2=CCC(C(C2(C(C2(C(C(C(C(C12)([2H])[2H])([2H])[2H])([2H])[2H])([2H])[2H])[2H])(C1=CC=CC2=CC=CC=C12)[2H])[2H])([2H])[2H])([2H])[2H]